N-(4-(7-amino-3-(1-methylcyclobutyl)-4-oxo-4,5-dihydro-1H-pyrazolo[3,4-d]pyridazin-1-yl)benzyl)-5-fluoro-2-methoxybenzamide NC1=NNC(C2=C1N(N=C2C2(CCC2)C)C2=CC=C(CNC(C1=C(C=CC(=C1)F)OC)=O)C=C2)=O